bromo-6-amino-uridine Br[C@@]1([C@H](O)[C@H](O)[C@@H](CO)O1)N1C(=O)NC(=O)C=C1N